FC1=C(C(=CC2=C1C[C@@H](O2)CNCCC)O)N2CC(N[SH2]2=O)=O 5-{(2R)-4-fluoro-6-hydroxy-2-[(propylamino)methyl]-2,3-dihydro-1-benzofuran-5-yl}-1λ6,2,5-thiadiazolidine-1,3-dione